S-(5-fluoropentyl) thioacetate C(C)(=O)SCCCCCF